2-phenyloxazole-4-sulfonyl chloride C1(=CC=CC=C1)C=1OC=C(N1)S(=O)(=O)Cl